1-oxo-3-(6-(2,2,2-trifluoroethoxy)pyridin-3-yl)-2-(2,2,2-trifluoroethyl)-1,2,3,4-tetrahydroisoquinoline-4-carboxylic acid O=C1N(C(C(C2=CC=CC=C12)C(=O)O)C=1C=NC(=CC1)OCC(F)(F)F)CC(F)(F)F